8-(3-fluorobenzyl)-[1,2,4]triazolo[1,5-a]pyrazine-6-carbonitrile FC=1C=C(CC=2C=3N(C=C(N2)C#N)N=CN3)C=CC1